O1CCC(CC1)C(=O)OC1=CC=C(C=C1)OCC(CCC)C.[Li] lithium 4-[4-(2-methylpentyloxy) phenyl] tetrahydropyran-4-carboxylate